C(C1=CC=CC=C1)OC(=O)NCC=1C=C2C(=C(NC2=CC1)C1=C(CN(C(OC(C)(C)C)=O)C)C=CC=C1)C tert-butyl (2-(5-((((benzyloxy)carbonyl)amino)methyl)-3-methyl-1H-indol-2-yl)benzyl)(methyl)carbamate